OC1=C(C=NC(CCO)O)C=CC=C1 ((2-hydroxybenzylidene)amino)propane-1,3-diol